BrC=1SC(=CC1)C1=CC=C(C2=NSN=C21)C2=CC=C(S2)Br 4,7-BIS(2-bromo-5-thienyl)-2,1,3-benzothiadiazole